C(C)(C)(C)OC(=O)[C@@H]1C[C@@H](CC=2N1C(N(N2)CC=2C=NC(=CC2)C(F)(F)F)=O)C tert-Butyl-(5S,7S)-7-methyl-3-oxo-2-{[6-(trifluoromethyl)pyridin-3-yl]methyl}-2,3,5,6,7,8-hexahydro[1,2,4]triazolo[4,3-a]pyridine-5-carboxylate